NC[C@H]1C(N[C@H](C(NCCN([C@H](C(N([C@H](C(N[C@H](C(N1)=O)C1CCCCC1)=O)CC(C)C)C)=O)C)CCC(C)(C)C)=O)[C@H](C)O)=O (3S,6S,9S,12S,15S)-6-(aminomethyl)-9-cyclohexyl-16-(3,3-dimethylbutyl)-3-((S)-1-hydroxyethyl)-12-isobutyl-13,15-dimethyl-1,4,7,10,13,16-hexaazacyclooctadecane-2,5,8,11,14-pentaone